4-((tert-butylcarbonyl)amino)-1-(5-(6-ethoxy-1H-pyrazolo[3',4':3,4]pyrazolo[1,5-a]pyridin-4-yl) pyridin-2-yl)piperidine-4-carboxylate C(C)(C)(C)C(=O)NC1(CCN(CC1)C1=NC=C(C=C1)C=1C=2N(C=C(C1)OCC)N=C1C2C=NN1)C(=O)[O-]